CC1(C(C1)CCCCCCO)C 6-(2,2-dimethylcyclopropyl)hexan-1-ol